Di(2-ethyl hexyl)phthalate C(C)C(COC(C=1C(C(=O)OCC(CCCC)CC)=CC=CC1)=O)CCCC